C(CCC)C1=NC2(C(N1CC1=CC(=C(C=C1)C1=C(C=CC=C1)S(=O)(=O)NC1=NOC(=C1Cl)C)COCC)=O)CCCC2 2-[4-[(2-Butyl-4-oxo-1,3-diazaspiro[4.4]non-1-en-3-yl)methyl]-2-(ethoxymethyl)Phenyl]-N-(4-chloro-5-methyl-isoxazol-3-yl)benzenesulfonamide